C1(CC1)C=1C=C(OC2CC3(CNC3)CC2)C=CC1F 6-(3-Cyclopropyl-4-fluorophenoxy)-2-azaspiro[3.4]octan